C(=O)=CCOCCC[Si](OCC)(C)C 3-(carbonylethoxy)propyl-dimethylethoxysilane